Br.C(CC)(=O)O propionic acid HBr salt